CN(CCC[Si](CC[Si](OC)(OC)OC)(OC)OC)C 1-(3-dimethylaminopropyl)-1,1,4,4,4-pentamethoxy-1,4-disilabutane